ClC=1C=CC2=C(C=3C(=C4C=5N(C=6C=CC=CC6C5C3)C3=CC=CC=C34)S2)C1 12-chlorobenzo[4,5]thieno[2,3-b]indolo[1,2,3-lm]carbazole